tert-butyl (3S)-3-(2-carbamoylthiazol-4-yl)-5-hydroxy-isoxazolidine-2-carboxylate C(N)(=O)C=1SC=C(N1)[C@H]1N(OC(C1)O)C(=O)OC(C)(C)C